NC1=CC=C(C=N1)C1CCN(CC1)C(=O)OC(C)(C)C tert-butyl 4-(6-amino-3-pyridyl)piperidine-1-carboxylate